NC1=C2C=NC(=NC2=CC(=C1F)C1=C(C2=C(OCCN2)N=C1)C)NC=1C=CC(=NC1OC)C1(CC1)C#N 1-(5-{[5-amino-6-fluoro-7-(8-methyl-2,3-dihydro-1H-pyrido[2,3-b][1,4]oxazin-7-yl)quinazolin-2-yl]amino}-6-methoxypyridin-2-yl)cyclopropane-1-carbonitrile